ClC1=NC(=CC(=C1CO)C1=C(C=NN1C)C)N1[C@@H](COCC1)C (R)-(2-chloro-4-(1,4-dimethyl-1H-pyrazol-5-yl)-6-(3-methylmorpholino)pyridin-3-yl)methanol